F[P-](F)(F)(F)(F)F.CNC N-methylmethylamine hexafluorophosphate